(vinyl)succinic acid C(=C)C(C(=O)O)CC(=O)O